C(C)(C)N1C=C(C=2C1=NC(=CC2)N2N=CC=1C(=NC(=CC12)C=1C=NC=CC1OC)C)N1[C@@H]([C@H](C1)CS(=O)(=O)C)C 1-(1-Isopropyl-3-((2R,3S)-2-methyl-3-((methylsulfonyl)methyl)azetidin-1-yl)-1H-pyrrolo[2,3-b]pyridin-6-yl)-6-(4-methoxypyridin-3-yl)-4-methyl-1H-pyrazolo[4,3-c]pyridine